SC=COC1=C(C(=C(C=C1)OC=CS)OC=CS)OC=CS 1,2,3,4-tetrakis(2-mercaptovinyloxy)benzene